tert-butyl 1-(3-(tert-butoxy)-2-hydroxy-2-methyl-3-oxopropyl)-6,6-difluorotetrahydro-1H-pyrrolo[3,2-c]isoxazole-4(5H)-carboxylate C(C)(C)(C)OC(C(CN1OCC2C1C(CN2C(=O)OC(C)(C)C)(F)F)(C)O)=O